OCCN1CN(CN(C1)CCO)CCO 1,3,5-tri(2-hydroxyethyl)-hexahydro-1,3,5-triazine